N1(CCCCC1)S(=O)(=O)C1=CC=C(C=C1)CNC(=O)C1=CC=2C(=NC=CC2)S1 N-{[4-(piperidine-1-sulfonyl)phenyl]methyl}thieno[2,3-b]pyridine-2-carboxamide